2-[3-(cyclopropyloxy)-4-nitro-pyrazol-1-yl]-2-methyl-propionitrile C1(CC1)OC1=NN(C=C1[N+](=O)[O-])C(C#N)(C)C